2-(m-tolyloxy)aniline C1(=CC(=CC=C1)OC1=C(N)C=CC=C1)C